(2S,4R)-1-((tert-butoxycarbonyl)glycyl)-4-(difluoromethoxy)pyrrolidine-2-carboxylic acid C(C)(C)(C)OC(=O)NCC(=O)N1[C@@H](C[C@H](C1)OC(F)F)C(=O)O